C(C)OC1=C(C=CC=C1)C(\C=C\C1=CC(=CC=C1)O)=O (E)-1-(2-Ethoxyphenyl)-3-(3-hydroxyphenyl)prop-2-en-1-one